2-(1,1-dimethyl-3,3-dimethylbutyl)-5-methylphenol, sodium salt [Na].CC(CC(C)(C)C)(C)C1=C(C=C(C=C1)C)O